C(CCCCCCCCCCCCCCC)OC=1C=C(CN=[N+]=[N-])C=C(C1OCCCCCCCCCCCCCCCC)OCCCCCCCCCCCCCCCC 3,4,5-tri(hexadecyloxy)benzyl azide